Tri(2,2,3-trimethyl-1-butyl)citrat CC(CC(C(C(C(=O)[O-])(CC(C(C)C)(C)C)CC(C(C)C)(C)C)(O)C(=O)[O-])C(=O)[O-])(C(C)C)C